(3-(2-(2-Aminopyridin-3-yl)-3-(4-(piperazin-1-ylmethyl)phenyl)-3H-imidazo[4,5-b]pyridin-5-yl)phenyl)acetamide NC1=NC=CC=C1C1=NC=2C(=NC(=CC2)C=2C=C(C=CC2)CC(=O)N)N1C1=CC=C(C=C1)CN1CCNCC1